ClC1=CC(=NC=C1)C(CCN1CCCC1)C=1N=C(SC1C1=NC(=CN=C1)OCC)C(=O)N [1-(4-chloropyridin-2-yl)-3-(pyrrolidin-1-yl)propyl]-5-(6-ethoxypyrazin-2-yl)-1,3-thiazole-2-carboxamide